C(C)OC1=C(C=CC(=C1)C)OC(CC=CC)CCCCCC 2-ethoxy-4-methyl-1-(undec-2-en-5-yloxy)benzene